CCCCCCCCCCCCCCCCCCCCCC(=O)N[C@@H](COP(=O)([O-])OC1[C@@H]([C@H](C([C@H]([C@H]1O)O)O)O)O)[C@@H](CCCCCCCCCCCCCCCCC)O The molecule is an inositol C20 phosphodihydroceramide(1-) in which the N-acyl group is specified as docosanoyl; major species at pH 7.3. It is an inositol C20 phosphodihydroceramide(1-) and an Ins-1-P-Cer-A 42:0(1-).